[N+](=O)([O-])C1=CC(=NN1)C1=NC2=C(N1)C=CC=C2 2-(5-nitro-1H-pyrazol-3-yl)-1H-benzimidazole